CN1N=CC=C1CC(C#N)C1=CC=CC=C1 3-(2-methylpyrazol-3-yl)-2-phenyl-propanenitrile